NC1=CC=C(C=C1)C1=CC(=NN1)NC1=CC=C(C=C1)NC(C)=O N-(4-((5-(4-aminophenyl)-1H-pyrazol-3-yl)amino)phenyl)acetamide